(2R,4S)-2-(azidomethyl)-4-(4-(difluoromethoxy)-3-isopropoxyphenyl)pyrrolidine-1-carboxylic acid tert-butyl ester C(C)(C)(C)OC(=O)N1[C@H](C[C@H](C1)C1=CC(=C(C=C1)OC(F)F)OC(C)C)CN=[N+]=[N-]